FC1(CCC(CC1)NC(=O)C1NCCC1)F N-(4,4-difluorocyclohexyl)pyrrolidine-2-carboxamide